OC1=C(C=C(C=C1)CCOC(C(=C)C)=O)N1N=C2C(=N1)C=CC(=C2)Cl 2-[2'-hydroxy-5'-(methacryloyloxyethyl)phenyl]-5-chloro-2H-benzotriazole